C(C)OCCN(CCC(C(=O)O)NC(=O)C=1N(N=CC1)CC(F)(F)F)CCCCC1=NC=2NCCCC2C=C1 4-[2-ethoxyethyl-[4-(5,6,7,8-tetrahydro-1,8-naphthyridin-2-yl)butyl]amino]-2-[[2-(2,2,2-trifluoroethyl)pyrazole-3-carbonyl]amino]butanoic acid